2-(5-(hydroxymethyl)-2,2-dimethyl-1,3-dioxolan-4-yl)acetaldehyde OCC1C(OC(O1)(C)C)CC=O